C(C)OC(=O)C=1SC(=C(N1)C(=O)N1[C@H](CCC1)C)C=1C=NC(=CC1C(F)F)NC(C)(C)C (S)-5-(6-(tert-butylamino)-4-(difluoromethyl)pyridin-3-yl)-4-(2-methylpyrrolidine-1-Carbonyl)thiazole-2-carboxylic acid ethyl ester